triethylammonium 6-[[4-[2-chloro-[[1-[(4-fluorophenyl)carbamoyl]cyclopropanecarbonyl]amino]phenoxy]-6-methoxy-7-quinolyl]oxy]caproate ClC1=C(OC2=CC=NC3=CC(=C(C=C23)OC)OCCCCCC(=O)[O-])C=CC=C1NC(=O)C1(CC1)C(NC1=CC=C(C=C1)F)=O.C(C)[NH+](CC)CC